2-(5-bromo-4-fluoro-1,1-dioxidobenzo[d]isothiazol-2(3H)-yl)cyclobutan-1-one BrC=1C=CC2=C(CN(S2(=O)=O)C2C(CC2)=O)C1F